C(C(=C)C)(=O)[O-].[Zr+4].C(C(=C)C)(=O)[O-].C(C(=C)C)(=O)[O-].C(C(=C)C)(=O)[O-] zirconium methacrylate salt